C(CCC)(C=1C(=CC(=C(C1)C(C)(C)C)O)C)C=1C(=CC(=C(C1)C(C)(C)C)O)C 4,4'-Butylidenbis(6-tert-butyl-m-cresol)